diazetine CN1C(=O)N2C=CN2C1=O